ClC1=NC2=CC=C(C=C2C(N1)=O)S(=O)(=O)NC1(CC1)C 2-chloro-N-(1-methylcyclopropyl)-4-oxo-3H-quinazoline-6-sulfonamide